4-(5-{[2-(2,6-dioxopiperidin-3-yl)-1-oxo-2,3-dihydro-1H-isoindol-4-yl]oxy}pentyl)-N-[(1r,3r)-3-(3-chloro-4-cyanophenoxy)-2,2,4,4-tetramethylcyclobutyl]benzamide O=C1NC(CCC1N1C(C2=CC=CC(=C2C1)OCCCCCC1=CC=C(C(=O)NC2C(C(C2(C)C)OC2=CC(=C(C=C2)C#N)Cl)(C)C)C=C1)=O)=O